C(#N)C1=CC(=C(COC=2C=C(C=CC2)C2=CC(=C(C=C2)CC2=NC3=C(N2CC2OCCC2)C=CC=C3)F)C=C1)F 2-((3'-(4-Cyano-2-fluorobenzyloxy)-3-fluorobiphenyl-4-yl)methyl)-1-((tetrahydrofuran-2-yl)methyl)-1H-benzo[d]imidazol